O=C1N(CCC(N1)=O)C1=CC=C2C=CN(C2=C1)CCC(=O)O 3-(6-(2,4-Dioxotetrahydropyrimidin-1(2H)-yl)-1H-indol-1-yl)propanoic acid